C[C@@H]1CC[C@H]([C@@H](C1)O)C(=C)C (1r,2s,5r)-5-methyl-2-(1-methyl-vinyl)-cyclohexanol